C1(CC1)N1C=C(C(C2=CC(=C(C(=C12)OC)F)F)=O)C(=O)O 1-cyclopropyl-6,7-difluoro-8-methoxy-1,4-dihydro-4-oxo-3-quinolinecarboxylic acid